methacryloxypropylbis(trimethylsiloxy)methylsilane C(C(=C)C)(=O)OCCC[SiH2]C(O[Si](C)(C)C)O[Si](C)(C)C